C(OC1CC(C1)C1=CC(=NN1)NC(COC1=C(C(=CC(=C1)OC)OC)C=O)=O)(OC1=CC=C(C=C1)[N+](=O)[O-])=O (1s,3s)-3-(3-(2-(2-formyl-3,5-dimethoxyphenoxy)acetamido)-1H-pyrazol-5-yl)cyclobutyl (4-nitrophenyl) carbonate